1-((1r,3r)-3-((5-([1,2,4]triazolo[1,5-a]pyridin-6-yl)-7H-pyrrolo[2,3-d]pyrimidin-2-yl)amino)-1-methylcyclobutyl)pyrrolidin-2-one N=1C=NN2C1C=CC(=C2)C2=CNC=1N=C(N=CC12)NC1CC(C1)(C)N1C(CCC1)=O